BrC=1C=C2C(=NC1)N(C(=N2)C2=NC=C(C=C2S(=O)(=O)CC)C2=CC=C(C=C2)C2CC2)C 2-{6-bromo-3-methylimidazo[4,5-b]pyridin-2-yl}-5-(4-cyclopropylphenyl)-3-(ethanesulfonyl)pyridine